ClC1=C(C(=O)NC2=NC=CC=C2)C=C(C=C1)N1C=NN=C1 2-chloro-N-(pyridin-2-yl)-5-(4H-1,2,4-triazol-4-yl)benzamide